2-{3-chloro-5-[(3R)-3-methylmorpholin-4-yl]-[1,2]Thiazolo[4,5-b]Pyridin-7-yl}-2-methylpropanenitrile ClC1=NSC=2C1=NC(=CC2C(C#N)(C)C)N2[C@@H](COCC2)C